3-methyl-2,6-dihydropyrrolo[3,4-c]pyrazole-5(4H)-carboxylic acid tert-butyl ester C(C)(C)(C)OC(=O)N1CC2=NNC(=C2C1)C